5-((2,2-Dimethoxyethyl)(methyl)aminocarbonyl)-1H-pyrazole-3-carboxylic acid ethyl ester C(C)OC(=O)C1=NNC(=C1)C(=O)N(C)CC(OC)OC